(e)-2-(2-((tert-butyldimethylsilyl)oxy)vinyl)isoindoline-1,3-dione [Si](C)(C)(C(C)(C)C)O/C=C/N1C(C2=CC=CC=C2C1=O)=O